6,7-dichloro-N-[5-(2,2-difluoroethoxy)-3-fluoropyridin-2-yl]-1H-indole-3-sulfonamide ClC1=CC=C2C(=CNC2=C1Cl)S(=O)(=O)NC1=NC=C(C=C1F)OCC(F)F